COCCOCOCCOCCOCCO 2,5,7,10,13-pentaoxapentadecan-15-ol